NC=1N=C(SC1C(C1=CC=C(C=C1)OC)=O)N(C1=CC=C(C=C1)F)C(C(=O)N)C (N-[4-amino-5-(4-methoxybenzoyl)thiazol-2-yl]-4-fluoro-anilino)propanamide